ClC1=C(C(=NC(=N1)NS(=O)(=O)C1=CC(=CC=C1)[N+](=O)[O-])OC=1C=C(C(=O)OC)C=CC1)CC methyl 3-[6-chloro-5-ethyl-2-[(3-nitrophenyl)sulfonylamino]pyrimidin-4-yl]oxybenzoate